CNC(=O)N(NC(=O)C=1C=2C[C@@H]3[C@H](C2N(N1)C1=NC=CN=C1)C3)C(C)(C)C (1aR,5aR)-2-Pyrazin-2-yl-1a,2,5,5a-tetrahydro-1H-2,3-diaza-cyclopropa[a]pentalene-4-carboxylic Acid N'-Methylcarbamoyl-N'-tert-butyl-hydrazide